COC(=O)[C@@H]1C=C[C@@H](C1)N (1S,4R)-4-aminocyclopenta-2-ene-1-carboxylic acid methyl ester